N-(bis(3-(tributylsilyl)phenyl)phosphaneyl)-N-cyclopentyl-1,1-bis(4-(tripropylsilyl)phenyl)phosphanamine C(CCC)[Si](C=1C=C(C=CC1)P(N(P(C1=CC=C(C=C1)[Si](CCC)(CCC)CCC)C1=CC=C(C=C1)[Si](CCC)(CCC)CCC)C1CCCC1)C1=CC(=CC=C1)[Si](CCCC)(CCCC)CCCC)(CCCC)CCCC